COC1=NC=2C=CC3=C(C2N=C1)C1=C(S3)C(NCC(N1)C)=O 3-methoxy-11-methyl-9,10,11,12-tetrahydro-8H-[1,4]diazepino[5',6':4,5]thieno[3,2-f]quinoxalin-8-one